(1R,3S,5S,7R,8R,10S,13R)-5,7,9,9,13-pentamethyl-5-{[1-propen-1-yloxy]methyl}-4,6-dioxatetracyclo[6.5.1.01,10.03,7]tetradecane C[C@@]1(O[C@H]2C[C@@]34[C@H](C([C@H]([C@]2(O1)C)C4)(C)C)CC[C@H]3C)COC=CC